NC1=C(C(=NN1C(C)C)C1=C(C(=C(C=C1)CC(=O)NC1=CC(=NO1)CC(C)(C)C)F)Cl)C(=O)N 5-Amino-3-[2-chloro-4-[2-[[3-(2,2-dimethylpropyl)isoxazol-5-yl]amino]-2-oxo-ethyl]-3-fluoro-phenyl]-1-isopropyl-pyrazole-4-carboxamide